rac-5-[4-amino-2-(N-(2-amino-1-methyl-2-oxo-ethyl)-3,4-difluoro-anilino)thiazole-5-carbonyl]-N-cyclopentyl-isoxazole-3-carboxamide NC=1N=C(SC1C(=O)C1=CC(=NO1)C(=O)NC1CCCC1)N(C1=CC(=C(C=C1)F)F)[C@@H](C(=O)N)C |r|